COC=1C=NC=CC1C=1C=NN2C1N=C(C=C2)NCCN(C(OC(C)(C)C)=O)C tert-butyl (2-((3-(3-methoxypyridin-4-yl)pyrazolo[1,5-a]pyrimidin-5-yl)amino)ethyl)(methyl)carbamate